(rac)-tert-Butyl trans-3-hydroxy-4-(7-methyl-[1,2,4]triazolo[1,5-a]pyridin-6-yl)piperidine-1-carboxylate O[C@@H]1CN(CC[C@H]1C=1C(=CC=2N(C1)N=CN2)C)C(=O)OC(C)(C)C |r|